N1=CN=C2NC=NC2=C1C=1C(=NC=CC1)NC=1C=C(C=CC1C)NC(CC1CCNCCC1)=O N-(3-(3-(9H-purin-6-yl)pyridin-2-ylamino)-4-methylphenyl)-2-(azepan-4-yl)acetamide